CC=1C=C2N=CC=3N(C2=CC1)C=CC3 7-methylpyrrolo[1,2-a]quinoxaline